2-(6-chloro-benzothiazol-2-ylamino)-1-methyl-1H-benzoimidazole-5-carboxylic acid (R)-pyrrolidin-3-ylamide dihydrochloride Cl.Cl.N1C[C@@H](CC1)NC(=O)C1=CC2=C(N(C(=N2)NC=2SC3=C(N2)C=CC(=C3)Cl)C)C=C1